tert-butyl 6-[5-(trifluoromethyl)-2-pyridinyl]-2,6-diazaspiro[3.3]heptane-2-carboxylate FC(C=1C=CC(=NC1)N1CC2(CN(C2)C(=O)OC(C)(C)C)C1)(F)F